CC1=NOC(=C1COC1=C(C(=O)O)C=CC=C1)C ((3,5-dimethylisoxazol-4-yl)methoxy)benzoic acid